(E)-6-chloro-5-styryl-3,3'-bipyridine ClC1=C(C=C(C=N1)C=1C=NC=CC1)\C=C\C1=CC=CC=C1